C(C)OC(=O)C1=CC2=C(N=C(S2)N2CCC(CC2)NC(C2=C(C(=CC=C2)Cl)Cl)=O)C=C1 2-[4-(2,3-dichlorobenzamido)piperidinyl]Benzothiazole-6-carboxylic acid ethyl ester